N1=CC(=CC=2CCC3(CC12)CCCC3)N 6',8'-dihydro-5'H-spiro[cyclopentane-1,7'-quinolin]-3'-amine